C1(=CC=CC2=CC=C(C=C12)S(=O)(=O)O)S(=O)(=O)O naphthalene-1,7-disulfonic acid